2-(trifluoromethyl)-1,1,1,3,3,3-hexafluoropropane FC(C(C(F)(F)F)C(F)(F)F)(F)F